CC1=CC=CC(=N1)C1=NC=CC(=N1)NC1=NC(=NC=C1)NC1=CC=C(C=C1)N1CCN(CC1)CC1=NC=CC=C1 N4-[2-(6-methyl-2-pyridyl)pyrimidin-4-yl]-N2-[4-[4-(2-pyridylmethyl)piperazin-1-yl]phenyl]pyrimidine-2,4-diamine